BrC1=CC2=C(OC[C@@H](N2C(=O)OCC2=CC=CC=C2)C)N=C1C benzyl (S)-7-bromo-2,6-dimethyl-2,3-dihydro-1H-pyrido[2,3-b][1,4]oxazine-1-carboxylate